3-(4-bromo-3-fluorophenoxy)tetrahydrofuran BrC1=C(C=C(OC2COCC2)C=C1)F